Nε-4-methoxytrityl-L-lysine COC1=CC=C(C(C2=CC=CC=C2)(C2=CC=CC=C2)NCCCC[C@H](N)C(=O)O)C=C1